FC=1C(=NC(=NC1)N[C@@H]1CC[C@H](CC1)C(=O)O)C1=CC(=CC=C1)N1C(C=CC=C1)=O trans-(1r,4r)-4-((5-fluoro-4-(3-(2-oxopyridin-1(2H)-yl)phenyl)pyrimidin-2-yl)amino)cyclohexane-1-carboxylic acid